C1(CCC1)N1C(C(N(CC1)CC=1SC=CN1)=O)=O 1-cyclobutyl-4-(thiazol-2-ylmethyl)piperazine-2,3-dione